3-(2-amino-[1,2,4]triazolo[1,5-a]pyridin-7-yl)-N-(3-phenylbutyl)benzamide NC1=NN2C(C=C(C=C2)C=2C=C(C(=O)NCCC(C)C3=CC=CC=C3)C=CC2)=N1